CCCCCCCCCCCCCC/C=C\OC[C@H](COP(=O)([O-])OCC[N+](C)(C)C)OC(=O)CCCCCCCCCCC/C=C\C/C=C\CCCCC 1-(1Z-hexadecenyl)-2-(13Z,16Z-docosadienoyl)-glycero-3-phosphocholine